OS(=O)(=O)CCC propyl hydroxy sulfone